N-(2-(3-(difluoromethyl)tetrahydro-2H-pyran-4-yl)-4-(2,5-difluorophenyl)pyridin-3-yl)-2-isopropylpyrimidine-5-carboxamide FC(C1COCCC1C1=NC=CC(=C1NC(=O)C=1C=NC(=NC1)C(C)C)C1=C(C=CC(=C1)F)F)F